COC(C1=C(C=C(C=C1)C1=NC=CC=C1)CBr)=O.[Cl-].[Eu+3].[Cl-].[Cl-] Europium Chlorid methyl-2-(bromomethyl)-4-(pyridin-2-yl)benzoate